tert-butyl (2S)-2-{[(4-{3-[3-(trifluoromethyl)phenyl]-1H-pyrrolo[3,2-b]pyridin-2-yl}pyridin-3-yl)oxy]methyl}pyrrolidine-1-carboxylate FC(C=1C=C(C=CC1)C1=C(NC=2C1=NC=CC2)C2=C(C=NC=C2)OC[C@H]2N(CCC2)C(=O)OC(C)(C)C)(F)F